C(C)(C)OC(=O)C1(CC(C1)N)C(=O)OC(C)C 3-aminocyclobutane-1,1-dicarboxylic acid diisopropyl ester